C(C)N1C=NC2=C1N=NC=C2C=2C=CC(=C(C2)C=2C=CC=C1C=C(C=NC21)C(=O)NC)F 8-(5-(7-Ethyl-7H-imidazo[4,5-c]pyridazin-4-yl)-2-fluorophenyl)-N-methylquinoline-3-carboxamide